5-bromo-6-chloro-3-methylquinazolin-4(3H)-one BrC1=C2C(N(C=NC2=CC=C1Cl)C)=O